C(#N)C=1C=C(C=C(C1)C(F)(F)F)[C@H](C)NC(=O)C=1C=NC2=C(N=C(C=C2C1N1CCN[C@H](CC1)C)C)C1CC1 N-{(S)-1-[3-cyano-5-(trifluoromethyl)phenyl]ethyl}-4-[(S)-5-methyl-1,4-diazepan-1-yl]-8-cyclopropyl-6-methyl-1,7-diaza-3-naphthamide